C(C)N1C[C@@H](CCC1)NC1=NN=C(C(N1C)=O)C=1C(=CC2=C(CCO2)C1O)C 3-[[(3R)-1-Ethyl-3-piperidyl]amino]-6-(4-hydroxy-6-methyl-2,3-dihydrobenzofuran-5-yl)-4-methyl-1,2,4-triazin-5-one